C(CC)C1=CC=CC=C1 normal propyl-benzene